C1(=CC=CC=C1)NC=CC1=C(C(=NO1)C1=C(C=CC=C1F)Cl)C(=O)OC 5-(2-phenylaminovinyl)-4-methoxycarbonyl-3-(2-chloro-6-fluorophenyl)isoxazole